C(#N)C=1C=CC(=C(C1)C1=CC(=NC=C1C(=O)OC)C)C1CC1 methyl 4-(5-cyano-2-cyclopropylphenyl)-6-methylnicotinate